ClC1=CC=C(CC23SSC(N(C2=O)C)(C(N3C)=O)C)C=C1 1-(4-chlorobenzyl)-4,5,7-trimethyl-2,3-dithia-5,7-diazabicyclo[2.2.2]octane-6,8-dione